4-(4-(4-(Aminomethyl)-2,6-difluorophenoxy)-7H-pyrrolo[2,3-d]pyrimidin-5-yl)-N-benzylpyridin-2-amin NCC1=CC(=C(OC=2C3=C(N=CN2)NC=C3C3=CC(=NC=C3)NCC3=CC=CC=C3)C(=C1)F)F